[Al+3].C1(=CC=CC=C1)C1=CC=C(C=C1)[O-].CC1=NC2=C(C=CC=C2C(=C1)C)[O-].CC1=NC2=C(C=CC=C2C(=C1)C)[O-] bis(2,4-dimethyl-8-quinolinolate) (4-phenylphenolate) aluminum